Dec-9-ylacrylate CCCCCCCCC(C)OC(C=C)=O